5-(4-((2-chloro-5-nitrobenzyl)oxy)phenyl)-2-oxo-6-(trifluoromethyl)-1,2-dihydropyridine-3-carboxamide ClC1=C(COC2=CC=C(C=C2)C=2C=C(C(NC2C(F)(F)F)=O)C(=O)N)C=C(C=C1)[N+](=O)[O-]